C(C)(C)N(C(=O)C1NCCC1)C=1C=C(C=CC1)C N-isopropyl-N-(m-tolyl)pyrrolidine-2-carboxamide